N-(1-isopropyl-6-(4-(trifluoromethyl)phenyl)-1H-pyrazolo[3,4-d]pyrimidin-4-yl)-5-nitrothiophene-2-carboxamide C(C)(C)N1N=CC=2C1=NC(=NC2NC(=O)C=2SC(=CC2)[N+](=O)[O-])C2=CC=C(C=C2)C(F)(F)F